{[(2S,4S)-4-[(2-{[(5-chloro-3-fluoropyridin-2-yl)oxy]methyl}pyrimidin-4-yl)oxy]-2-methylpiperidin-1-yl]methyl}-1-[2-(2,2,2-trifluoroethoxy)ethyl]-1H-1,3-benzodiazole-6-carboxylic acid ClC=1C=C(C(=NC1)OCC1=NC=CC(=N1)O[C@@H]1C[C@@H](N(CC1)CC1=NC2=C(N1CCOCC(F)(F)F)C=C(C=C2)C(=O)O)C)F